OCC1(CC1)C(=O)O 1-(hydroxylmethyl)cyclopropane-1-carboxylic acid